rubidium naphthalenesulfonic acid C1(=CC=CC2=CC=CC=C12)S(=O)(=O)O.[Rb]